2-chloro-3-aminopyridine ClC1=NC=CC=C1N